(3R)-N-(4-([1,2,4]triazolo[1,5-a]pyridin-7-yloxy)-2-fluoro-5-methylphenyl)-3,4,5,6-tetrahydro-2H-3,7-methano[1,4,7]oxadiazonino[2,3-f]quinazolin-13-amine N=1C=NN2C1C=C(C=C2)OC2=CC(=C(C=C2C)NC2=NC=NC1=CC=C3C(=C21)OC[C@@H]2NCCN3C2)F